ClC1=C(C=C(C(=O)N2CC=3NC(N(C(C3C[C@H]2C)=O)CC2CC(C2)C(=O)NC)=S)C=C1)C(F)(F)F (R)-3-((7-(4-Chloro-3-(trifluoromethyl)benzoyl)-6-methyl-4-oxo-2-thioxo-1,2,5,6,7,8-hexahydropyrido[3,4-d]pyrimidin-3(4H)-yl)methyl)-N-methyl-cyclobutanecarboxamide